CC1=NOC(=N1)C1=NN2C(CNCCC2)=C1 3-Methyl-5-(5,6,7,8-tetrahydro-4H-pyrazolo[1,5-a][1,4]diazepine-2-Yl)-1,2,4-oxadiazole